4-(1-(4-(3-cyclopropyl-7-methyl-2-(4-(methylsulfonyl)phenyl)-3H-imidazo[4,5-b]pyridin-5-yl)benzyl)piperidin-4-yl)morpholine C1(CC1)N1C(=NC=2C1=NC(=CC2C)C2=CC=C(CN1CCC(CC1)N1CCOCC1)C=C2)C2=CC=C(C=C2)S(=O)(=O)C